C(C1=CC=CC=C1)(=O)O[C@H](C(=O)O)[C@@H](C(=O)O)OC(C1=CC=CC=C1)=O.NC1([C@@H](CCCC1)CO)C1=CC(=C(C=C1)CCC(C)(C)C)Cl {(R)-2-Amino-2-[3-chloro-4-(3,3-dimethyl-butyl)phenyl]cyclohexyl}methanol (2S,3S)-2,3-bis-benzoyloxy-succinate